CN(C)CC1C(C(CCC1)CN(C)C)=O 2,6-Bis((dimethylamino)methyl)cyclohexanone